((1-(2-(6-(Difluoromethyl)imidazo[1,2-a]pyrazin-3-yl)pyrimidin-4-yl)piperidin-3-yl)imino)dimethyl-λ6-sulfanone FC(C=1N=CC=2N(C1)C(=CN2)C2=NC=CC(=N2)N2CC(CCC2)N=S(=O)(C)C)F